O[C@@H]1C2(CCC(C1)(CC2)NC(COC2=CC(=C(C=C2)Cl)Cl)=O)NC(COC2=CC(=C(C=C2)Cl)Cl)=O N,N'-[(2S)-2-hydroxybicyclo[2.2.2]octane-1,4-diyl]bis[2-(3,4-dichlorophenoxy)acetamide]